C[C@@]1(C[C@@H]([C@H](O1)CO)O)N2C=NC3=C2N=C(NC3=O)N methyldeoxyguanosine